4-((2-nitrophenyl)sulfonyl)morpholine [N+](=O)([O-])C1=C(C=CC=C1)S(=O)(=O)N1CCOCC1